CN(C=1C=C(CN2CC=3C(CC2)=C(N(N3)C3=NC=CC=C3)O)C=CC1)C 6-(3-(dimethylamino)benzyl)-2-(pyridin-2-yl)-4,5,6,7-tetrahydro-2H-pyrazolo[3,4-c]pyridin-3-ol